N-(3-chloro-5-(methylsulfonyl)phenyl)-1-(4-(piperazin-1-yl)pyridin-2-yl)-1H-pyrazole-4-carboxamide ClC=1C=C(C=C(C1)S(=O)(=O)C)NC(=O)C=1C=NN(C1)C1=NC=CC(=C1)N1CCNCC1